ClC=1N=C(C2=C(N1)C(=C(N=C2)C2=CC(=CC1=CC=C(C(=C21)CC)F)OCOC)F)C2OC1(C2)CNCCC1 (2-chloro-7-(8-ethyl-7-fluoro-3-(methoxymethoxy)naphthalen-1-yl)-8-fluoropyrido[4,3-d]pyrimidin-4-yl)-1-oxa-6-azaspiro[3.5]nonane